6-(3,4-difluorophenyl)-1-(3-pyridylmethyl)-3H-imidazo[4,5-b]Pyridin FC=1C=C(C=CC1F)C=1C=C2C(=NC1)NCN2CC=2C=NC=CC2